C(CCCCCCCCCCC\C=C/CCCCCCCC)OC(CCCCCCCCCCCCCCC)=O Erucylpalmitat